1,3-dihydro-2H-benzo[e][1,4]diazepin-2-one N1C(CN=CC2=C1C=CC=C2)=O